OC1(C(C(C(C(N1)=O)(O)O)(O)O)(O)O)O octahydroxypyridone